1-(4-(2-(4-bromophenyl)propan-2-yl)thiazol-2-yl)-3-(3-fluoro-4-(piperidin-4-yl)benzyl)urea BrC1=CC=C(C=C1)C(C)(C)C=1N=C(SC1)NC(=O)NCC1=CC(=C(C=C1)C1CCNCC1)F